(R)-N-((6-(dimethylamino)-1-(4-(trifluoromethyl)phenyl)-2,3-dihydro-1H-pyrido[2,3-b][1,4]oxazin-3-yl)methyl)acetamide CN(C=1C=CC2=C(O[C@@H](CN2C2=CC=C(C=C2)C(F)(F)F)CNC(C)=O)N1)C